CC1=NC=CC(=C1)C1=CC(=NC2=C(N=CC=C12)C1=CC=NN1)N1CCOCC1 4-(2-methylpyridin-4-yl)-2-(morpholin-4-yl)-8-(1H-pyrazol-5-yl)-1,7-naphthyridine